lignoceryl phosphate P(=O)(OCCCCCCCCCCCCCCCCCCCCCCCC)([O-])[O-]